3-(aminomethyl)-4-chloro-6-methyl-1,2-dihydropyridin-2-one hydrochloride salt Cl.NCC=1C(NC(=CC1Cl)C)=O